FC1=CC2=C(C3NC(N(C(O2)(C3)C)C=3C=C(C(=O)O)C=CC3)=O)C=C1 3-(9-Fluoro-2-methyl-4-oxo-5,6-dihydro-2H-2,6-methanobenzo[g][1,3,5]oxadiazocin-3(4H)-yl)benzoic acid